6-((6-cyclopropylpyridin-3-yl)methoxy)-5-fluoropyridin C1(CC1)C1=CC=C(C=N1)COC1=C(C=CC=N1)F